COC1=CC=2C(=NN(N2)C=2C=C(C=CC2O)CC(=O)OCCOCCOCCOC(CC2=CC(=C(C=C2)O)N2N=C3C(=N2)C=CC(=C3)OC)=O)C=C1 3,6-dioxa-1,8-octanediyl bis(3-(5-methoxy-2H-benzotriazol-2-yl)-4-hydroxyphenylethanoate)